ClC=1C=C2C(=NC=NC2=C(C1C1=C(C=CC=C1F)CN(C)C)F)N1CCN(CC1)C(C=C)=O 1-(4-(6-chloro-7-(2-((dimethylamino)methyl)-6-fluorophenyl)-8-fluoroquinazolin-4-yl)piperazin-1-yl)prop-2-en-1-one